ClC1=CC(=C(C=C1)NS(=O)(=O)C1=CC=C(C=C1)C)CCl N-(4-chloro-2-(chloromethyl)phenyl)-4-methylbenzenesulfonamide